FC(CCCC(=O)Cl)(F)F 5,5,5-trifluoropentanoyl chloride